CC1=NC(=NC=C1N1CCN(CC1)CCOCCNC(=O)OC(C)(C)C)C(=O)O methyl-5-(4-(2-(2-((tert-butoxycarbonyl)amino)ethoxy)ethyl)piperazin-1-yl)pyrimidine-2-carboxylic acid